3-(1-(2-((6-(cyclopropanecarboxamido)-3-(methylcarbamoyl)pyridazin-4-yl)amino)-[1,2,4]triazolo[1,5-a]pyridin-6-yl)piperidin-4-yl)azetidine-1-carboxylic acid tert-butyl ester C(C)(C)(C)OC(=O)N1CC(C1)C1CCN(CC1)C=1C=CC=2N(C1)N=C(N2)NC2=C(N=NC(=C2)NC(=O)C2CC2)C(NC)=O